2-(bis(2-bromoethyl)amino)-N-(2-(dimethylamino)ethyl)-5-nitrobenzenesulfonamide BrCCN(C1=C(C=C(C=C1)[N+](=O)[O-])S(=O)(=O)NCCN(C)C)CCBr